OC=1C=C(C=CC1)CN1CC(CC1)NC(=O)C1=CN=C2N1N=CC=C2 N-[1-[(3-hydroxyphenyl)methyl]pyrrolidin-3-yl]imidazo[1,2-b]pyridazine-3-carboxamide